C(CCCCCCCCCCCCC)[N+](CC1=CC=CC=C1)(C)C N-tetradecyl-N,N-dimethyl-N-benzylammonium